2-(4-(piperidin-1-yl)styryl)benzo[d]thiazole N1(CCCCC1)C1=CC=C(C=CC=2SC3=C(N2)C=CC=C3)C=C1